ClC1=C(C=C(N)C=C1)C#CC1CC1 4-Chloro-3-((cyclopropyl)ethynyl)aniline